tert-butyl (1S,2S,5R)-3-(5-bromo-7-chloro-2-(ethylthio)-8-fluoropyrido[4,3-d]pyrimidin-4-yl)-2-((S)-2,2-difluoro-1-hydroxyethyl)-3,8-diazabicyclo[3.2.1]octane-8-carboxylate BrC1=NC(=C(C=2N=C(N=C(C21)N2[C@@H]([C@@H]1CC[C@H](C2)N1C(=O)OC(C)(C)C)[C@@H](C(F)F)O)SCC)F)Cl